glutaconic acid mono(2-ethylhexyl) ester C(C)C(COC(C=CCC(=O)O)=O)CCCC